S1C(=CC=C1)C=1C=C(C=CC1)C1(CC1)N 1-(3-(Thiophen-2-yl)phenyl)cyclopropanamine